4-hydroxy-1-(2-morpholinoethyl)-2-oxo-N-(spiro[2.5]octan-6-yl)-1,2-dihydro-1,8-naphthyridine-3-carboxamide OC1=C(C(N(C2=NC=CC=C12)CCN1CCOCC1)=O)C(=O)NC1CCC2(CC2)CC1